8-(dimethylamino)-8-phenyl-3-(2-(trifluoromethyl)pyrimidin-5-yl)-1,3-diazaspiro[4.5]decan-2-one CN(C1(CCC2(CN(C(N2)=O)C=2C=NC(=NC2)C(F)(F)F)CC1)C1=CC=CC=C1)C